N-(1H-indol-3-yl)-7-phenyl-3,4-dihydroisoquinoline-2(1H)-carboxamide N1C=C(C2=CC=CC=C12)NC(=O)N1CC2=CC(=CC=C2CC1)C1=CC=CC=C1